C(C)(C)(C)C1=CC=C(C=C1)NC([C@@H](C1=CC=C(C=C1)OC)NC(=O)[C@H]1CNC(C1)=O)=O (3R)-N-((1R)-2-((4-tert-butylphenyl)amino)-1-(4-methoxyphenyl)-2-oxoethyl)-5-oxopyrrolidine-3-carboxamide